C12CC(CC(CC1)C2)NC(=O)C2=CC=1C(=CN=CC1Cl)N2 N-(3-bicyclo[3.2.1]octyl)-4-chloro-1H-pyrrolo[2,3-c]pyridine-2-carboxamide